F[P-](F)(F)(F)(F)F.COC1=CC=C(C=C1)[N+]#N p-methoxybenzenediazonium Hexafluorophosphate